CC1=C(C[C@H](N)C(=O)O)C(=CC(=C1)O)C 2,6-di(methyl)tyrosine